BrC1=C2C=C(N(C2=CC=C1)C1C(CN(CC1)C(=O)[O-])(F)F)C 4-(4-bromo-2-methyl-1H-indol-1-yl)-3,3-difluoropiperidine-1-carboxylate